C(C1=CC=CC=C1)OC(NC1=CC(=C(C=C1)F)C=O)=O (4-FLUORO-3-FORMYL-PHENYL)-CARBAMIC ACID BENZYL ESTER